(2S,3S,4R,5R,6S)-2-(Aminooxy)-6-methyltetrahydro-2H-pyran-3,4,5-triyl tripropionate C(CC)(=O)O[C@@H]1[C@@H](O[C@H]([C@H]([C@H]1OC(CC)=O)OC(CC)=O)C)ON